(pentamethyl)diethylenetriamine CN(CCN(CCN(C)C)C)C